N-cyclopropyl-N-(2-methoxyethyl)piperidin-4-amine hydrochloride salt Cl.C1(CC1)N(C1CCNCC1)CCOC